COC(C1CCN(CC1)C1=C(C(=C(C(=O)O)C=C1F)CNC1C(NC(CC1)=O)=O)F)OC 4-[4-(dimethoxymethyl)-1-piperidyl]-2-[[(2,6-dioxo-3-piperidyl)amino]methyl]-3,5-difluoro-benzoic acid